C(CCCCCCCC)(=O)C(O)[C@H](O)[C@@H](O)[C@](O)([C@](O)(COC(CCCCCCCC)=O)C(CCCCCCCC)=O)C(CCCCCCCC)=O 1,4,5,6-O-tetranonoyl-sorbitol